S1SSNC=C1 trithiazine